1-(2-furyl)-3-methyl-3-nitro-1-butanone O1C(=CC=C1)C(CC(C)([N+](=O)[O-])C)=O